CC1=CC(C(C(O1)=O)C(C=CC1=C(C=CC=C1)C)=O)=O 6-methyl-3-[3-(2-methylphenyl)prop-2-enoyl]-3,4-dihydro-2H-pyran-2,4-dione